N=1C=CN2C1C=C(C=C2)C2CNC2 3-(imidazo[1,2-a]pyridine-7-yl)azetidine